FC1=C(C(=CC(=C1)C#CC=1C=NC=CC1)F)C1=NC=2N(C1N1C(CC1)=O)C1(C(N2)=O)CC1 [2,6-difluoro-4-[2-(3-pyridinyl)ethynyl]phenyl]-3'-(2-oxoazetidin-1-yl)spiro[cyclopropane-1,5'-imidazo[1,2-a]imidazol]-6'-one